tert-butyl 2-[[4-[[(7R)-8-cyclopentyl-7-ethyl-5-methyl-6-oxo-7H-pteridin-2-yl]amino]-3-methoxy-benzoyl]-methyl-amino]-7-azaspiro[3.5]nonane-7-carboxylate C1(CCCC1)N1[C@@H](C(N(C=2C=NC(=NC12)NC1=C(C=C(C(=O)N(C2CC3(C2)CCN(CC3)C(=O)OC(C)(C)C)C)C=C1)OC)C)=O)CC